C1=CC=CC=2C=CC=3CC=4C=C(C=CC4C3C21)N 7H-benzo[c]fluoren-9-amine